4-Methoxybenzyl (2-(hydroxycarbamoyl)chroman-6-yl)carbamate ONC(=O)C1OC2=CC=C(C=C2CC1)NC(OCC1=CC=C(C=C1)OC)=O